N1[C@H](CC1)CN1CNC2=NC=C(C=C21)C2=CC=C(C=C2)F |r| (R/S)-1-(Azetidin-2-ylmethyl)-6-(4-fluorophenyl)-3H-imidazo[4,5-b]pyridin